C(C1=CC=CC=C1)OCN1C(N(C=C(C1=O)C)[C@@H]1O[C@](C(OC1O)O)(CO[Si](C(C)C)(C(C)C)C(C)C)COC(C1=CC=CC=C1)(C1=CC=C(C=C1)OC)C1=CC=C(C=C1)OC)=O 3-(benzyloxymethyl)-1-[(2R,6S)-6-[[bis(4-methoxyphenyl)-phenyl-methoxy]methyl]-3,5-dihydroxy-6-(triisopropylsiloxymethyl)-1,4-dioxan-2-yl]-5-methyl-pyrimidine-2,4-dione